cyanovalerate C(#N)OC(CCCC)=O